N-(3-(3-(3-(2-methoxyphenoxy)phenyl)-2-oxo-2,3-dihydro-1H-imidazo[4,5-c]pyridin-1-yl)phenyl)acrylamide COC1=C(OC=2C=C(C=CC2)N2C(N(C3=C2C=NC=C3)C=3C=C(C=CC3)NC(C=C)=O)=O)C=CC=C1